5-[3',4',5'-trifluoro-2-(trifluoromethyl)biphenyl-4-yl]-3,6-dihydro-2H-1,3,4-oxadiazin-2-one FC=1C=C(C=C(C1F)F)C1=C(C=C(C=C1)C1=NNC(OC1)=O)C(F)(F)F